FC(C1=C(C(=C(C(=C1F)F)F)F)S(=O)(=O)Cl)F 2-(difluoromethyl)-3,4,5,6-tetrafluoro-benzenesulfonyl chloride